N-((5aR,5bS,7aS,10aS,10bR)-5a,7a-dimethyl-8-oxo-5,5a,5b,6,7,7a,8,9,10,10a,10b,11,12,12a-tetradecahydro-4H-cyclopenta[7,8]phenanthro[2,1-d]thiazol-2-yl)-N-(2,4-dimethylphenyl)acetamide C[C@@]12CCC=3N=C(SC3C2CC[C@H]2[C@H]3[C@](CC[C@H]12)(C(CC3)=O)C)N(C(C)=O)C3=C(C=C(C=C3)C)C